OC=1C=C2CC[C@H](CC2=CC1)C1CCOCC1 (1S,2R)-6-hydroxy-2-(tetrahydro-2H-pyran-4-yl)-1,2,3,4-tetrahydronaphthalen